CC=1C=CC=C2C(NC(=NC12)CSC1CCC(CC1)=O)=O 8-methyl-2-(((4-oxocyclohexyl)thio)methyl)quinazolin-4(3H)-one